C(=O)(O)C1=NC2=C3N=C(C=CC3=CC=C2C=C1)C(=O)O 2,9-dicarboxyl-1,10-phenanthroline